(1-(1-(4-(trifluoromethyl)phenyl)-1H-pyrazolo[3,4-b]pyridin-3-yl)pyrrolidin-3-yl)acrylamide FC(C1=CC=C(C=C1)N1N=C(C=2C1=NC=CC2)N2CC(CC2)C(C(=O)N)=C)(F)F